C1(CCCCCC1)[C@H](NC(=O)C1=CC=NN1C)C=1N=C2N(N=C(C(=N2)C2CCOCC2)C[C@@H]2C(NC[C@@H](C2)C(F)(F)F)=O)C1 N-((S)-cycloheptyl(2-(((3R,5R)-2-oxo-5-(trifluoromethyl)piperidin-3-yl)methyl)-3-(tetrahydro-2H-pyran-4-yl)imidazo[1,2-b][1,2,4]triazin-6-yl)methyl)-1-methyl-1H-pyrazole-5-carboxamide